1,4-bis(1-propoxyprop-1-en-2-yl)benzene C(CC)OC=C(C)C1=CC=C(C=C1)C(=COCCC)C